4-Formyl-2-methoxy-3-nitrophenylacetate C(=O)C1=C(C(=C(C=C1)CC(=O)[O-])OC)[N+](=O)[O-]